(S)-(1-(3-(4-cyanophenyl)-2-(pyridin-4-yl)quinoxalin-6-yl)piperidin-3-yl)carbamic acid tert-butyl ester C(C)(C)(C)OC(N[C@@H]1CN(CCC1)C=1C=C2N=C(C(=NC2=CC1)C1=CC=NC=C1)C1=CC=C(C=C1)C#N)=O